tert-Butyl 3-fluoro-3-(6-(hydroxymethyl)pyridin-3-yl)piperidine-1-carboxylate FC1(CN(CCC1)C(=O)OC(C)(C)C)C=1C=NC(=CC1)CO